1-Methyl-4,4'-Bipyridin-1,1'-Diium C[N+]1=CC=C(C=C1)C1=CC=[NH+]C=C1